CN1C2=CC=CC=C2C(C12CCNCC2)N 1-methylspiro[indoline-2,4'-piperidin]-3-amine